C(C1=CC=CC=C1)NC=1SC2=C(N1)CC[C@@]1([C@H]3CC[C@]/4([C@H]([C@@H]3CC=C12)CC\C4=N/N)C)C (5aR,5bS,7aS,10aS,10bR,E)-N-benzyl-8-hydrazineylidene-5a,7a-dimethyl-5,5a,5b,6,7,7a,8,9,10,10a,10b,11-dodecahydro-4H-cyclopenta[7,8]phenanthro[2,1-d]thiazol-2-amine